(R)-(7-(Difluoromethyl)-1H-indol-2-yl)(5-methyl-7,8-dihydro-1,6-naphthyridin-6(5H)-yl)methanone FC(C=1C=CC=C2C=C(NC12)C(=O)N1[C@@H](C=2C=CC=NC2CC1)C)F